FC=1C(=CC(=NC1)OC)C1=NNC(=C1)C(=O)N1C2(CC2)C[C@H](CC1)C(=O)NC[C@@H]1CC=2N(CC1)C(=NN2)C (S)-4-(3-(5-fluoro-2-methoxypyridin-4-yl)-1H-pyrazole-5-carbonyl)-N-(((S)-3-methyl-5,6,7,8-tetrahydro-[1,2,4]triazolo[4,3-a]pyridin-7-yl)methyl)-4-azaspiro[2.5]octane-7-carboxamide